7-ethyl-7H-Imidazo[4,5-c]Pyridazine C(C)N1C=NC2=C1N=NC=C2